O=C1NC(CCC1N1C(N(C2=C1C=CC(=C2)N2CCC(CC2)N(C(OC(C)(C)C)=O)C)C)=O)=O tert-butyl N-[1-[1-(2,6-dioxo-3-piperidyl)-3-methyl-2-oxo-benzimidazol-5-yl]-4-piperidyl]-N-methyl-carbamate